CC1=C(C#N)C=CC=C1[C@@H](C)NC1=NN=C(C2=CC(=C(C=C12)NC)C(=O)N1CCOCCC1)C (R)-2-methyl-3-(1-((4-methyl-7-(methylamino)-6-(1,4-oxazepane-4-carbonyl)phthalazin-1-yl)amino)ethyl)benzonitrile